C(C)N1N=C(C(=C1CCC)O)C(C)C 1-ethyl-4-hydroxy-5-n-propyl-3-isopropylpyrazole